FC=1C(=CC(=NC1)OC)C1=CC(=NN1)C(=O)N1[C@H](C[C@@H]([C@@H](C1)C)C(=O)NC1CCC(CC1)(C(F)(F)F)O)C (2S,4S,5S)-1-(5-(5-fluoro-2-methoxypyridin-4-yl)-1H-pyrazole-3-carbonyl)-N-((1r,4S)-4-hydroxy-4-(trifluoromethyl)cyclohexyl)-2,5-dimethylpiperidine-4-carboxamide